FCCOC=1C(=NC(=NC1)N(C(C1=CC=C(C=C1)OC)=O)C(C1=CC=C(C=C1)OC)=O)OC [5-(2-fluoroethoxy)-4-methoxy-pyrimidin-2-yl]-bis(p-anisoyl)amine